1-(3-(4-methyl-5-phenyl-4H-1,2,4-triazol-3-yl)propyl)-3-(tetrahydro-2H-pyran-4-yl)urea CN1C(=NN=C1C1=CC=CC=C1)CCCNC(=O)NC1CCOCC1